2-(2-Bromopyridin-3-yl)ethan-1-ol dilithium carbamate C(N)([O-])=O.[Li+].[Li+].BrC1=NC=CC=C1CCO.C(N)([O-])=O